6-Methoxy-1-azaspiro[4.5]deca-6,9-diene-2,8-dione COC=1C2(CCC(N2)=O)C=CC(C1)=O